CN1N=CC(=C1)C1C(C1)C(=O)N (E)-2-(1-methylpyrazol-4-yl)cyclopropanecarboxamide